4-fluorospiro[indoline-3,4'-tetrahydropyran]-1-carboxylate FC1=C2C(=CC=C1)N(CC21CCOCC1)C(=O)[O-]